4-(3-hydroxy-4-methoxyphenethyl)-2,6-dimethoxyphenol OC=1C=C(CCC2=CC(=C(C(=C2)OC)O)OC)C=CC1OC